2-[7-{3-(6-phenyl-n-hexyl)phenyl}-9,9-di(n-octyl)fluorene-2-yl]-4,4,5,5-tetramethyl-1,3,2-dioxaborolane C1(=CC=CC=C1)CCCCCCC=1C=C(C=CC1)C1=CC=C2C=3C=CC(=CC3C(C2=C1)(CCCCCCCC)CCCCCCCC)B1OC(C(O1)(C)C)(C)C